3-chloro-N-((3-fluorooxetan-3-yl)methyl)-6-methoxypyridin-2-amine ClC=1C(=NC(=CC1)OC)NCC1(COC1)F